BrC1=C(C(=C(C(=O)OC)C=C1Cl)NC(CC#N)=O)F methyl 4-bromo-5-chloro-2-(2-cyanoacetamido)-3-fluorobenzoate